2-allyl-1-(3-aminophenyl)-6-((1-methyl-1H-indazol-5-yl)amino)-1,2-dihydro-3H-pyrazolo[3,4-d]pyrimidin-3-one C(C=C)N1N(C2=NC(=NC=C2C1=O)NC=1C=C2C=NN(C2=CC1)C)C1=CC(=CC=C1)N